3,9-diazaspiro[5.5]undecane-3-Acetonitrile C1CN(CCC12CCNCC2)CC#N